5-fluoro-2-(1,3,4-thiadiazol-2-yl)benzo[d]isothiazol-3(2H)-one FC=1C=CC2=C(C(N(S2)C=2SC=NN2)=O)C1